O-2-(morpholin-4-yl)ethylhydroxylamine hydrochloride Cl.N1(CCOCC1)CCON